N-((6-(4,7-Diazaspiro[2.5]octan-7-yl)pyridin-2-yl)methyl)-3-(tetrahydro-2H-pyran-4-yl)-1H-pyrrolo[2,3-b]pyridin-4-amine C1CC12NCCN(C2)C2=CC=CC(=N2)CNC=2C1=C(N=CC2)NC=C1C1CCOCC1